S1C=NC(=C1)C=1N(C=CC1)C(=O)OC(C)(C)C tert-butyl 2-thiazol-4-ylpyrrole-1-carboxylate